2-(8-((2S,5R)-2,5-diethyl-4-(1-(4-(trifluoromethyl)phenyl)ethyl)piperazin-1-yl)-5-methyl-6-oxo-5,6-dihydroimidazo[1,2-b]pyridazin-2-yl)acetonitrile C(C)[C@@H]1N(C[C@H](N(C1)C(C)C1=CC=C(C=C1)C(F)(F)F)CC)C=1C=2N(N(C(C1)=O)C)C=C(N2)CC#N